(S)-5-(4-((S)-2-((S)-2-Amino-3-methylbutanamido)propanamido)-2-(2H-tetrazol-5-yl)benzamido)-2-(4-(2-(2,4-diaminopteridin-6-yl)ethyl)benzamido)pentanoic acid N[C@H](C(=O)N[C@H](C(=O)NC1=CC(=C(C(=O)NCCC[C@@H](C(=O)O)NC(C2=CC=C(C=C2)CCC=2N=C3C(=NC(=NC3=NC2)N)N)=O)C=C1)C=1N=NNN1)C)C(C)C